NC1=C2C(=NC=N1)N(N=C2C2=CC=C(C=C2)OC2=CC=CC=C2)C2CCN(CC2)C(CCCCSC2=C1CN(C(C1=CC=C2)=O)C2C(NC(CC2)=O)=O)=O 3-(4-((5-(4-(4-amino-3-(4-phenoxyphenyl)-1H-pyrazolo[3,4-d]pyrimidin-1-yl)piperidin-1-yl)-5-oxopentyl)thio)-1-oxoisoindoline-2-yl)piperidine-2,6-dione